[Si](C)(C)(C(C)(C)C)OCCCCOC1=C(C=CC(=C1)CNC1=C2N=CN(C2=NC(=N1)N1CCN(CC1)C(=O)OC(C)(C)C)C(C)C)C1=CC=CC=C1 tert-Butyl 4-(6-(((2-(4-((tert-butyldimethylsilyl)oxy)butoxy)-[1,1'-biphenyl]-4-yl) Methyl)amino)-9-isopropyl-9H-purin-2-yl)piperazine-1-carboxylate